2-((2,6-dimethylphenyl)carbamoyl)piperidine bromide [Br-].CC1=C(C(=CC=C1)C)NC(=O)C1NCCCC1